C1(CCCCC1)C(=O)NC(=O)[C@@H]1CC12CCN(CC2)C(=O)OC(C(F)(F)F)C(F)(F)F |r| 1,1,1,3,3,3-hexafluoropropan-2-yl (±)-1-((cyclohexanecarbonyl)carbamoyl)-6-azaspiro[2.5]octane-6-carboxylate